CC=1C(=NNC1C)NC1=NC(=C2C=CC=NC2=C1)NC1CC2CCC(C1)N2CCC#N 3-((3-exo)-3-((7-((4,5-dimethyl-1H-pyrazol-3-yl)amino)-1,6-naphthyridin-5-yl)amino)-8-azabicyclo[3.2.1]oct-8-yl)propionitrile